CC1(N(CC(C1)OCCN1N=C(C=C1)S(N)(=O)=O)C(=O)OC(C)(C)C)C tert-Butyl 2,2-dimethyl-4-[2-(3-sulfamoylpyrazol-1-yl)ethoxy]pyrrolidine-1-carboxylate